NC1=NC2=CC(=CC=C2C=C1F)CN(C(=O)C=1C=NC=CC1)C1=C2C(=NC=C1)CCS2(=O)=O N-[(2-amino-3-fluoroquinolin-7-yl)methyl]-N-{1,1-dioxo-2H,3H-1λ6-thieno[3,2-b]pyridin-7-yl}pyridine-3-carboxamide